C(C)(C)(C)OC(=O)N1CCC(CC1)(C1=C(C=CC=C1)C(F)(F)F)C#N 4-cyano-4-(2-(trifluoromethyl)phenyl)piperidine-1-carboxylic acid tert-butyl ester